heptadecafluoro-n-octyliodide FC(C(C(C(C(C(C(F)(F)I)(F)F)(F)F)(F)F)(F)F)(F)F)(C(F)(F)F)F